10-p-bromophenyl-9,9-dimethyl-9,10-dihydroacridine BrC1=CC=C(C=C1)N1C=2C=CC=CC2C(C2=CC=CC=C12)(C)C